ethoxyethoxypropionic acid C(C)OCCOC(C(=O)O)C